2-[(1-methylethyl)amino]-α-phenyl-benzyl alcohol CC(C)NC1=C(C(C2=CC=CC=C2)O)C=CC=C1